(2-bromo-5-chloropyrimidin-4-yl)-6-cyclopropyl-7-methoxyimidazo[1,2-b]pyridazine BrC1=NC=C(C(=N1)C=1N=C2N(N=C(C(=C2)OC)C2CC2)C1)Cl